2-[4-[4-[[(3S)-2,6-dioxo-3-piperidinyl]amino]-2-fluoro-phenyl]-1-piperidinyl]acetic acid hydrochloride Cl.O=C1NC(CC[C@@H]1NC1=CC(=C(C=C1)C1CCN(CC1)CC(=O)O)F)=O